diisopropylethane-1,2-diamine C(C)(C)C(C(N)C(C)C)N